C[C@]1(C(NC(CC1)=O)=O)C1=C(C=CC=C1)C1CCN(CC1)C(=O)[O-] 4-(((R)-3-methyl-2,6-dioxopiperidin-3-yl)phenyl)piperidine-1-carboxylate